ClC1=C(C(=O)NCC(N2CCC(CC2)OC2=NC=C(C=C2)F)C2=C(N=CS2)C(F)F)C(=CC=C1)F 2-Chloro-N-{2-[4-(difluoromethyl)-1,3-thiazol-5-yl]-2-{4-[(5-fluoropyridin-2-yl)-oxy]piperidin-1-yl}ethyl}-6-fluorobenzamid